OC1(CC(C1)C(=O)N1CC2(C1)CCC(CC2)OC2=NC(=CC=C2C(F)(F)F)C)C ((1s,3s)-3-hydroxy-3-methylcyclobutyl)(7-((6-methyl-3-(trifluoromethyl)pyridin-2-yl)oxy)-2-azaspiro[3.5]non-2-yl)methanone